methyl 5-((5-methyl-4-((1-phenylethyl)amino)pyrimidin-2-yl)amino)-2-(4,4,5,5-tetramethyl-1,3,2-dioxaborolan-2-yl)benzoate CC=1C(=NC(=NC1)NC=1C=CC(=C(C(=O)OC)C1)B1OC(C(O1)(C)C)(C)C)NC(C)C1=CC=CC=C1